tert-butyl (S)-5-amino-4-(5-(((1S,2S)-2-((tert-butoxycarbonyl)amino)-5,5-difluorocyclohexyl)methyl)-1-oxoisoindolin-2-yl)-5-oxopentanoate NC([C@H](CCC(=O)OC(C)(C)C)N1C(C2=CC=C(C=C2C1)C[C@@H]1[C@H](CCC(C1)(F)F)NC(=O)OC(C)(C)C)=O)=O